2,2-bis[4-(carbazol-9-yl)phenyl]adamantane C1=CC=CC=2C3=CC=CC=C3N(C12)C1=CC=C(C=C1)C1(C2CC3CC(CC1C3)C2)C2=CC=C(C=C2)N2C3=CC=CC=C3C=3C=CC=CC23